FC(OC1=CC=C(C=C1)NC1=NC=CC2=CC(=CC=C12)C=C)(F)F N-(4-(trifluoromethoxy)phenyl)-6-vinylisoquinolin-1-amine